[Cl-].C(CCCCCCC)[P+]1(CCCC1)C 1-octyl-1-methyl-phospholanium chloride